[Ru].[Ir].CC1=C(C2=CC=CC=C2C(=C1)OC(C(CCCC)CC)=O)OC(C(CCCC)CC)=O 2-methyl-1,4-bis(2-ethylhexanoyloxy)naphthalene Iridium-Ruthenium